N-(6-(2-aminopyridin-4-yl)-2-(3-hydroxy-3-methylbutyl)-2H-indazol-5-yl)-2-(6-fluoropyridin-3-yl)thiazole-4-carboxamide NC1=NC=CC(=C1)C=1C(=CC2=CN(N=C2C1)CCC(C)(C)O)NC(=O)C=1N=C(SC1)C=1C=NC(=CC1)F